(1',3',6'-trihydroxy-4'-methoxy-2',4',6'-trimethyl-7'-oxo-1',2',3',4',6',7'-hexahydro spiro[cyclopropane-1,5'-inden]-2'-yl)methyl acetate C(C)(=O)OCC1(C(C=2C(C(C3(C(C2C1O)(C)OC)CC3)(C)O)=O)O)C